FC(C1CN(CC1)C1=CC=C(C=N1)C1CN(C1)C(=O)N1C[C@@H]2[C@@H](OCC(N2)=O)CC1)(F)F (4aR,8aS)-6-[3-[6-[3-(trifluoromethyl)pyrrolidin-1-yl]-3-pyridinyl]azetidine-1-carbonyl]-4,4a,5,7,8,8a-hexahydropyrido[4,3-b][1,4]oxazin-3-one